(R)-4-(3-((4-bromo-2-(4,4-difluoropiperidine-1-carbonyl)-6-nitrophenyl)amino)piperidine-1-carbonyl)pyridine BrC1=CC(=C(C(=C1)[N+](=O)[O-])N[C@H]1CN(CCC1)C(=O)C1=CC=NC=C1)C(=O)N1CCC(CC1)(F)F